CC1(CC(=NN1C(C)=O)C1=CC2=CC=CC=C2C=C1)CC(=C)C 1-(5-methyl-5-(2-methylallyl)-3-(naphthalen-2-yl)-4,5-dihydro-1H-pyrazol-1-yl)-1-ethanone